4-[2-amino-4-(trifluoromethyl)phenyl]-N-[(3R)-1-methylpiperidin-3-yl]phthalazine-1-amine formate C(=O)O.NC1=C(C=CC(=C1)C(F)(F)F)C1=NN=C(C2=CC=CC=C12)N[C@H]1CN(CCC1)C